CC1=CC(=CC=C1)S(=O)(=O)O meta-toluenesulfonic acid